COC1=C(C=O)C=CC(=C1C)C=O 2-methoxy-3-methyl-terephthalaldehyde